FC1=C(C(=O)NC=2N(N=C3C2N=C(C=C3)OC)C3=CC=CC=C3)C=C(C(=C1)C(F)(F)F)C1=NC=CC=N1 2-Fluoro-N-(5-methoxy-2-phenyl-2H-pyrazolo[4,3-b]pyridin-3-yl)-5-(pyrimidin-2-yl)-4-(trifluoromethyl)benzamide